methyl-4-[[3-(trifluoromethyl)phenyl]methyl]pyrazolo[1,5-a]pyridine-3-carboxylate COC(=O)C=1C=NN2C1C(=CC=C2)CC2=CC(=CC=C2)C(F)(F)F